(2S,4R)-N-[(1S)-1-cyano-2-[(3S)-2-oxopyrrolidin-3-yl]ethyl]-1-[(2S)-3,3-dimethyl-2-[(2,2,2-trifluoroacetyl)amino]butanoyl]-4-isopropyl-pyrrolidine-2-carboxamide C(#N)[C@H](C[C@H]1C(NCC1)=O)NC(=O)[C@H]1N(C[C@H](C1)C(C)C)C([C@H](C(C)(C)C)NC(C(F)(F)F)=O)=O